C(C)(C)(C)C1=CC=C(C=C1)\C(=C/C(=O)N1CCOCC1)\C1=CC(=NC=C1)Cl (2E)-3-(4-tert.-butylphenyl)-3-(2-chloropyridin-4-yl)-1-(morpholin-4-yl)prop-2-en-1-on